5-hydroxy-2-phenylglycine OC=1C=CC=C(C1)C(N)C(=O)O